[1,3]thiazolo[4,5-c]pyridazin-6-amine N1=NC=CC2=C1N=C(S2)N